3-iodo-6-nitrochromone IC1=COC2=CC=C(C=C2C1=O)[N+](=O)[O-]